4-(1-(1-propenylpiperidin-3-yl)-5-aminoimidazo[1,5-c]pyrimidin-3-yl)-2-fluoro-N-(4-(trifluoromethyl)pyridin-2-yl)benzamide C(=CC)N1CC(CCC1)C=1N=C(N2C(=NC=CC21)N)C2=CC(=C(C(=O)NC1=NC=CC(=C1)C(F)(F)F)C=C2)F